C(CCCCCCCCCC)C=1NC=CN1 2-undecylimidazol